7-Chloro-5-(2-(cyclohexylmethyl)-7-azaindol-4-yl)-1H-indazol-3-amine ClC=1C=C(C=C2C(=NNC12)N)C1=C2C=C(NC2=NC=C1)CC1CCCCC1